CN(C1CCC(CC1)NC=1N=CC2=C(N1)N(C(C(=C2)C2=C(C(=C(C(=C2)F)NC(=O)C2C(C2)C)F)F)=O)C(C)C)C N-(4-(2-(((1r,4r)-4-(dimethylamino)cyclohexyl)amino)-8-iso-propyl-7-oxo-7,8-dihydropyrido[2,3-d]-pyrimidin-6-yl)-2,3,6-trifluorophenyl)-2-methylcyclopropane-1-carboxamide